1-(p-carboxyphenyl)-3-methyl-5-pyrazolone C(=O)(O)C1=CC=C(C=C1)N1N=C(CC1=O)C